FC1=C(C(=O)N[C@H](CNC(=O)[C@@H]2OC(OCC2(C)C)(C)C)C)C=C(C(=C1)F)F (R)-2,2,5,5-Tetramethyl-[1,3]dioxane-4-carboxylic acid [(S)-2-(2,4,5-trifluoro-benzoylamino)-propyl]-amide